2-fluorophenoxy-8-methylpyrido[2,3-d]pyrimidin-7(8H)-one FC1=C(OC=2N=CC3=C(N2)N(C(C=C3)=O)C)C=CC=C1